BrCC1=CC(=C(C(=C1)F)F)F 1-(bromomethyl)-3,4,5-trifluorobenzene